C1(=CC=CC=C1)C=1C(=NC=CN1)C1=CC=CC=C1.C1(=CC=CC=C1)C=1C(=NC=CN1)C1=CC=CC=C1.[Ir+3] iridium(III) bis(diphenylpyrazine)